bistetramethylammonium citraconate C(\C(\C)=C/C(=O)[O-])(=O)[O-].C[N+](C)(C)C.C[N+](C)(C)C